FC(C(N(CCCC)CCCC)(F)F)(CC(F)(F)F)F heptafluorotributylamine